C(C1=CC=CC=C1)C=1NC(=NN1)C=1C=C(OC=2C(=C3C=CNC3=CC2)CC(=O)NS(=O)(=O)C)C=CC1 2-(5-(3-(5-Benzyl-4H-1,2,4-triazol-3-yl)phenoxy)-1H-indol-4-yl)-N-(methylsulfonyl)acetamide